2-(4-((4-((5-methoxy-1H-pyrazol-3-yl)amino)quinazolin-2-yl)amino)phenyl)acetonitrile COC1=CC(=NN1)NC1=NC(=NC2=CC=CC=C12)NC1=CC=C(C=C1)CC#N